3-(((tert-butyldimethylsilyl)oxy)methyl)-7-fluoro-2H-indazole [Si](C)(C)(C(C)(C)C)OCC=1NN=C2C(=CC=CC12)F